FC1=CC(=C(C=C1)NC1=C(C(=O)OCC)C=C(C=C1)C)C ethyl 2-((4-fluoro-2-methylphenyl)amino)-5-methyl-benzoate